N1(N=CC=C1)CCC=1N(C=2C(=C3CC[C@@H](N(C3=CC2)C(=O)OC)C)N1)CC(NCC1=CC=NC=C1)=O methyl (S)-2-(2-(1H-pyrazol-1-yl)ethyl)-7-methyl-3-(2-oxo-2-((pyridin-4-ylmethyl)amino)ethyl)-3,7,8,9-tetrahydro-6H-imidazo[4,5-f]quinoline-6-carboxylate